2-(5-((3-((5-((2-cyclohexylethyl)carbamoyl)-2-methylpyridin-3-yl)amino)-1-methyl-1H-pyrazolo[3,4-d]pyrimidin-6-yl)amino)pyridin-2-yl)acetic acid C1(CCCCC1)CCNC(=O)C=1C=C(C(=NC1)C)NC1=NN(C2=NC(=NC=C21)NC=2C=CC(=NC2)CC(=O)O)C